3-(1H-TETRAZOL-5-YLCARBAMOYL)BENZENEBORONIC ACID HYDROCHLORIDE Cl.N1N=NN=C1NC(=O)C=1C=C(C=CC1)B(O)O